ClC1=C(C(=CN(C1=O)C)C=1NC2=CC=C(C=C2C1CC)C1CCN(CC1)CC(=O)N(C)C)C 2-(4-(2-(5-chloro-1,4-dimethyl-6-oxo-1,6-dihydropyridin-3-yl)-3-ethyl-1H-indol-5-yl)piperidin-1-yl)-N,N-dimethylacetamide